1-((benzo[d]thiazol-2-ylamino)(2-phenyl-2H-1,2,3-triazol-4-yl)methyl)naphthalen-2-ol S1C(=NC2=C1C=CC=C2)NC(C2=C(C=CC1=CC=CC=C21)O)C2=NN(N=C2)C2=CC=CC=C2